1-{2-[5-(trifluoromethyl)-2H-1,2,3,4-tetrazol-2-yl]acetyl}pyrrolidine-2-carboxamide FC(C=1N=NN(N1)CC(=O)N1C(CCC1)C(=O)N)(F)F